NCCC1(CC1)C1=NC(=NC(=C1)C1=C(C=CC=C1C)C)N(S(=O)(=O)C=1C=C(C(=O)O)C=CC1)COC 3-[[4-[1-(2-aminoethyl)cyclopropyl]-6-(2,6-dimethylphenyl)pyrimidin-2-yl]-(methoxymethyl)sulfamoyl]benzoic acid